endo-4-(4-fluorobenzyl)-2-(3-(pyridazin-4-yl)-1H-pyrazol-5-yl)-2-azabicyclo-[3.1.0]hexan-3-one FC1=CC=C(CC2C(N(C3CC23)C2=CC(=NN2)C2=CN=NC=C2)=O)C=C1